diethyl 2-[2-(1,3-dioxoisoindolin-2-yl) ethyl]-2-ethyl-malonate O=C1N(C(C2=CC=CC=C12)=O)CCC(C(=O)OCC)(C(=O)OCC)CC